ClC1=CN=CC(=N1)NC 6-chloro-N-methylpyrazin-2-amine